3-(2-bromo-4,5-difluorophenoxy)propanoic acid BrC1=C(OCCC(=O)O)C=C(C(=C1)F)F